N(=[N+]=[N-])CC1=CNC2=CC=C(C=C12)C#N 3-(azidomethyl)-1H-indole-5-carbonitrile